BrC1=CN(C2=CC=C(C=C12)C1=CC=NC=C1)C(=O)OC(C)(C)C tert-butyl 3-bromo-5-(pyridin-4-yl)-1H-indole-1-carboxylate